(R)-4-(((1-(benzo[d][1,3]dioxol-5-yl)propan-2-yl)(methyl)amino)methyl)-5-methyl-1,3-dioxol-2-one O1COC2=C1C=CC(=C2)C[C@@H](C)N(C)CC=2OC(OC2C)=O